8-(8-Fluoro-7-(3-hydroxynaphthalen-1-yl)-2-((tetrahydro-1H-pyrrolizin-7a(5H)-yl)methoxy)pyrido[4,3-d]pyrimidin-4-yl)-1-oxa-3,8-diazaspiro[4.5]decan-2-one FC1=C(N=CC2=C1N=C(N=C2N2CCC1(CNC(O1)=O)CC2)OCC21CCCN1CCC2)C2=CC(=CC1=CC=CC=C21)O